(6-imidazol-1-yl-2-methoxy-3-pyridinyl)-5-methyl-3-phenyl-isoxazole-4-carboxamide N1(C=NC=C1)C1=CC=C(C(=N1)OC)NC(=O)C=1C(=NOC1C)C1=CC=CC=C1